7-Bromoquinolin-2-amine BrC1=CC=C2C=CC(=NC2=C1)N